tert-Butyl-[4-bromo-5-(3,4-difluorophenyl)-1-(2-fluorophenyl)-1H-pyrazol-3-yl] carbamate C(N)(OC1=NN(C(=C1Br)C1=CC(=C(C=C1)F)F)C1=C(C(=CC=C1)C(C)(C)C)F)=O